bis(cyclopentadienyl)bis[2,6-difluoro-3-(1-pyrrolyl)phenyl]Titanium C1(C=CC=C1)[Ti](C1=C(C(=CC=C1F)N1C=CC=C1)F)(C1=C(C(=CC=C1F)N1C=CC=C1)F)C1C=CC=C1